2-N-BOC-6-bromo-1,2,3,4-tetrahydroisoquinoline C(=O)(OC(C)(C)C)N1CC2=CC=C(C=C2CC1)Br